(S)- and (R)-2-((4-cyanophenethyl)amino)-2-(4-methoxyphenyl)-N-(5-(1-methyl-1H-pyrazol-4-yl)pyridin-2-yl)acetamide C(#N)C1=CC=C(CCN[C@H](C(=O)NC2=NC=C(C=C2)C=2C=NN(C2)C)C2=CC=C(C=C2)OC)C=C1 |r|